C(C)(C)(C)OC(=O)N1CC(C(CC1)=O)N1N=CC(=C1)[N+](=O)[O-] 3-(4-nitropyrazol-1-yl)-4-oxo-piperidine-1-carboxylic acid tert-butyl ester